4-(3-((7H-pyrrolo[2,3-d]pyrimidin-4-yl)amino)-4-(4-(ethylsulfonyl)piperazin-1-yl)phenyl)-2-(thiazol-2-yl)but-3-yn-2-ol N1=CN=C(C2=C1NC=C2)NC=2C=C(C=CC2N2CCN(CC2)S(=O)(=O)CC)C#CC(C)(O)C=2SC=CN2